3-[(6-cyclobutoxy-2-methylpyridin-3-yl)oxy]-N-{3-[imino(methyl)oxo-λ6-sulfanyl]phenyl}-5-methyl-6-(trifluoromethyl)pyridazine-4-carboxamide C1(CCC1)OC1=CC=C(C(=N1)C)OC=1N=NC(=C(C1C(=O)NC1=CC(=CC=C1)S(=O)(C)=N)C)C(F)(F)F